C(C1=CC=CC=C1)OC(=O)C(CCCC=CCCC)CC Undec-4-ene-9-carboxylic acid benzyl ester